C(C=C)OC1C(C2CCCCC2C1)NC(OC(C)(C)C)=O tert-butyl N-[2-(prop-2-en-1-yloxy)-octahydro-1H-inden-1-yl]carbamate